N-[Phenylhydroxyphosphinyl]glutamic acid C1(=CC=CC=C1)P(=O)(N[C@@H](CCC(=O)O)C(=O)O)O